tert-butyl (2R,4R)-4-((6-((1-(tert-butyl)-5-methyl-1H-pyrazol-3-yl)amino)-3-fluoro-4-(1-hydroxyethyl) pyridin-2-yl)methyl)-1-(3-chloro-2-fluorobenzyl)-2-methylpiperidine-4-carboxylate C(C)(C)(C)N1N=C(C=C1C)NC1=CC(=C(C(=N1)C[C@@]1(C[C@H](N(CC1)CC1=C(C(=CC=C1)Cl)F)C)C(=O)OC(C)(C)C)F)C(C)O